Bishydroxymethylfuran OCC1=C(OC=C1)CO